N1N=CC(=C1)CCNC1=NCN(C(=C1C)C)CC1=NC(=CC=C1)F 4-((2-(1H-pyrazol-4-yl)ethyl)amino)-N-((6-fluoropyridin-2-yl)methyl)-5,6-dimethylpyrimidine